1-(3-((4-amino-7-(1-hydroxypropan-2-yl)-5-(4-phenoxyphenyl)-7H-pyrrolo[2,3-d]pyrimidin-6-yl)ethynyl)pyrrolidin-1-yl)prop-2-en-1-one NC=1C2=C(N=CN1)N(C(=C2C2=CC=C(C=C2)OC2=CC=CC=C2)C#CC2CN(CC2)C(C=C)=O)C(CO)C